CC1=C(C(=CC=C1)C)C1=NC=2NS(C3=CC=CC(C(N4CCN(C(C(OC(=C1)N2)C4)CC(C)C)C(=O)[O-])=O)=C3)(=O)=O 12-(2,6-dimethylphenyl)-17-(2-methylpropyl)-2,8,8-trioxo-15-oxa-8λ6-thia-1,9,11,18,22-pentaazatetracyclo[14.4.1.13,7.110,14]tricosa-3(23),4,6,10(22),11,13-hexaene-18-carboxylate